FC1=C(C=C(C=C1C(F)(F)F)C1=C(C=C(C=C1C)F)O)C=O 4,4'-Difluoro-2'-hydroxy-6'-methyl-5-(trifluoromethyl)-[1,1'-biphenyl]-3-carbaldehyde